C(C)OC1=C(C2=C(C3=C(S2)C(=CC=C3)F)C=C1)F 7-ethoxy-4,6-difluoro-dibenzothiophene